NC=1C(=NN2C1C=CC=C2)CO (3-aminopyrazolo[1,5-a]pyrid-2-yl)methanol